(13S,17S)-2-methoxy-13-methyl-7,8,9,11,12,13,14,15,16,17-decahydro-6H-cyclopenta[a]phenanthrene-3,17-diyl bis(4-fluoro-benzenesulfonate) FC1=CC=C(C=C1)S(=O)(=O)OC=1C(=CC=2C3CC[C@@]4([C@H](CCC4C3CCC2C1)OS(=O)(=O)C1=CC=C(C=C1)F)C)OC